6-(4,5-dimethyl-1H-imidazol-1-yl)pyridin-3-amine CC=1N=CN(C1C)C1=CC=C(C=N1)N